(-)-8-((1R,2R)-2-hydroxy-2-(methyl-d3)cyclopentyl)-6-(methyl-d3)-2-((1-(methylsulfonyl)piperidin-4-yl-3,3,4,5,5-d5)-amino)pyrido[2,3-d]pyrimidin-7(8H)-one O[C@]1([C@@H](CCC1)N1C(C(=CC2=C1N=C(N=C2)NC2(C(CN(CC2([2H])[2H])S(=O)(=O)C)([2H])[2H])[2H])C([2H])([2H])[2H])=O)C([2H])([2H])[2H]